[N+](=O)(OCCC(C)C)[O-] isoamyl nitrate